4-methoxy-1,3-dihydro-2H-pyrrol-2-one COC=1CC(NC1)=O